ClC=1C(=C(C(=CC1)N1N=NN=C1)C1=CC(N2C(CC[C@@H]2C1)C(=O)OCC(=O)C1=CC(=NC=C1)C1(CC1)O[Si](C)(C)C(C)(C)C)=O)F 2-(2-(1-((tert-butyldimethylsilyl)oxy)cyclopropyl)pyridin-4-yl)-2-oxoethyl (8aR)-7-(3-chloro-2-fluoro-6-(1H-tetrazol-1-yl)phenyl)-5-oxo-1,2,3,5,8,8a-hexahydroindolizine-3-carboxylate